CN1C(C2=C(C(=C1)C1=C(C=CC=C1)OC1=CC(=CC=C1)OCCOC1CCNCC1)C=CN2)=O 6-methyl-4-[2-[3-[2-(4-piperidyloxy)ethoxy]phenoxy]phenyl]-1H-pyrrolo[2,3-c]pyridin-7-one